methyl 4-((7-(butylamino)-5-((methoxycarbonyl)amino)-3-(trifluoromethyl)-1H-pyrazolo[4,3-d]pyrimidin-1-yl)methyl)-3-methoxybenzoate C(CCC)NC=1C2=C(N=C(N1)NC(=O)OC)C(=NN2CC2=C(C=C(C(=O)OC)C=C2)OC)C(F)(F)F